N1N=CC2=CC=C(C=C12)C1=NC2=C(N1)C=CC(=C2)C(=O)NC 2-(1H-indazol-6-yl)-N-methyl-1H-benzo[d]imidazole-5-carboxamide